C(#N)C1=CC=C(C(=O)NC23CC(C2)(C3)C(=O)OC)C=C1 Methyl 3-(4-cyanobenzamido)bicyclo[1.1.1]pentane-1-carboxylate